C(CCCCC)C1=C(C=O)C=C(C(=C1)C=O)CCCCCC 2,5-dihexyl-Terephthalaldehyde